OC1=C(C(=CC(=C1)C(F)(F)F)C)C1=CC(=C(N=N1)N[C@@H]1C[N+](CCC1)(C)[O-])C (3S)-3-((6-(2-Hydroxy-6-methyl-4-(trifluoromethyl)phenyl)-4-methylpyridazin-3-yl)amino)-1-methylpiperidine 1-oxide